cyclopentanic acid C1(CCCC1)C(=O)O